N-{[4-(1-methyl-1H-pyrazol-4-yl)phenyl]methyl}-6-[7-(trifluoromethyl)imidazo[1,2-a]pyridin-3-yl]pyrimidin-4-amine CN1N=CC(=C1)C1=CC=C(C=C1)CNC1=NC=NC(=C1)C1=CN=C2N1C=CC(=C2)C(F)(F)F